ClC1=CC=C(C=N1)C(C)=O 1-(6-chloropyridin-3-yl)ethanone